C(=O)=C1CCC(N1)CC=O 2-(5-carbonyl-pyrrolidin-2-yl)acetaldehyde